N=1C=CN2N=C(C=CC21)C=2C=CN1N=C(N=CC12)N[C@@H]1CC[C@@H](CC1)OC 5-(imidazo[1,2-b]pyridazin-6-yl)-N-(cis-4-methoxycyclohexyl)pyrrolo[2,1-f][1,2,4]triazin-2-amine